7-amino-N-{2-[3-amino-4-(1-methoxyethyl)pyrrolidin-1-yl]-5,6,7,8-tetrahydroquinolin-6-yl}-3-methylthieno[2,3-b]pyrazine-6-carboxamide NC1=C(SC2=NC(=CN=C21)C)C(=O)NC2CC=1C=CC(=NC1CC2)N2CC(C(C2)C(C)OC)N